CC1(N(CCC1)CCNC(=O)C=1C=C(C(=NC1)C)NC(=O)C=1C=NN2C1SC(=C2)C=2C=NN(C2)CC2=CC(=NO2)O)C N-(5-((2-(2,2-dimethylpyrrolidin-1-yl)ethyl)carbamoyl)-2-methylpyridin-3-yl)-2-(1-((3-hydroxyisoxazol-5-yl)methyl)-1H-pyrazol-4-yl)pyrazolo[5,1-b]thiazole-7-carboxamide